N-(4-(6-methoxy-7-(piperidin-4-ylmethoxy)quinazolin-4-yl)phenyl)-2-(4-(trifluoromethyl)phenyl)acetamide 2,2,2-trifluoroacetate FC(C(=O)O)(F)F.COC=1C=C2C(=NC=NC2=CC1OCC1CCNCC1)C1=CC=C(C=C1)NC(CC1=CC=C(C=C1)C(F)(F)F)=O